3,4-bis(3,5-di-t-butylphenyl)-2,5-diphenylcyclopent-2,4-dien-1-one C(C)(C)(C)C=1C=C(C=C(C1)C(C)(C)C)C1=C(C(C(=C1C1=CC(=CC(=C1)C(C)(C)C)C(C)(C)C)C1=CC=CC=C1)=O)C1=CC=CC=C1